C(C)C(COCCOC=1C=CC=C(C1)O)CCCC 5-[2-(2-ethylhexoxy)ethoxy]phenol